(S)-2-((2-(2,6-difluoro-4-(5-oxo-4,5-dihydro-1H-1,2,4-triazol-3-yl)phenyl)-7-methylimidazo[1,2-a]pyridin-3-yl)methyl)morpholine-4-carboxylic acid methyl ester COC(=O)N1C[C@@H](OCC1)CC1=C(N=C2N1C=CC(=C2)C)C2=C(C=C(C=C2F)C2=NNC(N2)=O)F